1-(3,3,3-trifluoropropyl)-1H-1,2,4-triazole-3-carboxylic acid FC(CCN1N=C(N=C1)C(=O)O)(F)F